4-(methylthio)-2-(propan-1-En-2-yl)pyridin-3-amine CSC1=C(C(=NC=C1)C(=C)C)N